1,2,7-tri(cyanoethoxy)heptane (2-methoxy-1,1-dimethyl-2-oxo-ethyl)2-[(furo[2,3-c]pyridine-2-carbonylamino)methyl]-6-azaspiro[2.5]octane-6-carboxylate COC(C(C)(C)OC(=O)N1CCC2(C(C2)CNC(=O)C2=CC=3C(=CN=CC3)O2)CC1)=O.C(#N)CCOCC(CCCCCOCCC#N)OCCC#N